[N].CO[P] methoxyphosphorus nitrogen